2-(3-(1,1-difluoro-1-(4-methyl-4H-1,2,4-triazol-3-yl)propan-2-yl)phenyl)-3-oxo-7-(trifluoromethyl)isoindoline-5-carbaldehyde FC(C(C)C=1C=C(C=CC1)N1CC2=C(C=C(C=C2C1=O)C=O)C(F)(F)F)(C1=NN=CN1C)F